(1H-pyrazol-4-yl)pyridin-3-ol N1N=CC(=C1)C1=NC=CC=C1O